Cl.COC1=CC=C(C=C1)[C@@H]1NC2=C(C=C[C@@H]1O)C=CC=C2 cis-2-(4-methoxyphenyl)-3-hydroxy-2,3-dihydro-benzazepine hydrochloride